FC=1C=C(C#N)C=C(C1)C(F)(F)F 3-fluoro-5-(trifluoromethyl)benzonitrile